(S)-2-(6-(hydroxymethyl)-5-(3-(3-methylpyridin-2-yloxy)pyrrolidin-1-yl)pyridin-2-yl)benzonitrile OCC1=C(C=CC(=N1)C1=C(C#N)C=CC=C1)N1C[C@H](CC1)OC1=NC=CC=C1C